(+)-2-(3-chloro-4-fluorophenyl)-2-((4-(((5-methylisoxazol-3-yl)amino)methyl)-1H-benzo[d]imidazol-2-yl)amino)propan-1-ol ClC=1C=C(C=CC1F)C(CO)(C)NC1=NC2=C(N1)C=CC=C2CNC2=NOC(=C2)C